methyl N-[5-(2-{5-[(3R,5R)-3-amino-5-fluoropiperidine-1-carbonyl]-7-methoxy-1-methyl-1H-1,3-benzodiazol-2-yl}-1-(cyclopropylmethyl)-1H-pyrrolo[2,3-b]pyridin-6-yl)pyridin-2-yl]carbamate N[C@H]1CN(C[C@@H](C1)F)C(=O)C1=CC2=C(N(C(=N2)C2=CC=3C(=NC(=CC3)C=3C=CC(=NC3)NC(OC)=O)N2CC2CC2)C)C(=C1)OC